N=1C2=C(OCC1)N=CC=C2 pyrido[2,3-b]-1,4-oxazin